ClC1=CC(=C(C=C1)C=1C=C2CCN[C@H](C2=CC1)CNC1=C(C(=O)O)C=CN=C1)F (R)-3-(((6-(4-chloro-2-fluorophenyl)-1,2,3,4-tetrahydroisoquinolin-1-yl)methyl)amino)isonicotinic acid